N1(CCC1)C1=CC2=C(C=C(O2)C(=O)NS(=O)(=O)C=2C=CC=C3C=CC(=NC23)Cl)C(=C1)F 6-(Azetidin-1-yl)-N-(2-chloroquinoline-8-sulfonyl)-4-fluoro-1-benzofuran-2-carboxamide